N[C@@H](CC(C)C)C(=O)OCCCCCCCCCCCCCCCCCC octadecyl L-leucinate